Tert-Butyl 4-[(2-chloro-3-cyanophenyl)methyl]piperazine-1-carboxylate ClC1=C(C=CC=C1C#N)CN1CCN(CC1)C(=O)OC(C)(C)C